lithium nitrogen compound with ethanol C(C)O.[N].[Li]